((3R,4R)-4-(((6-(cyclopropyl(4-(1,1,1,3,3,3-hexafluoro-2-hydroxypropan-2-yl)benzyl)amino)-5-fluoropyrimidin-4-yl)amino)methyl)-3-hydroxypiperidin-1-yl)acetamide C1(CC1)N(C1=C(C(=NC=N1)NC[C@@H]1[C@H](CN(CC1)CC(=O)N)O)F)CC1=CC=C(C=C1)C(C(F)(F)F)(C(F)(F)F)O